COC1CC(N(C1)C(=O)OC(C)(C)C)C1=NN(C(C(=C1)C(F)(F)F)=O)CC1=CC=C(C=C1)OC tert-butyl 4-methoxy-2-(1-(4-methoxybenzyl)-6-oxo-5-(trifluoromethyl)-1,6-dihydropyridazin-3-yl)pyrrolidine-1-carboxylate